6-((4-(dimethylamino)butanoyl)oxy)undecane-1,11-diyl bis(2-(2-hexyl-N-methyldecanamido)-acetate) C(CCCCC)C(C(=O)N(C)CC(=O)OCCCCCC(CCCCCOC(CN(C(C(CCCCCCCC)CCCCCC)=O)C)=O)OC(CCCN(C)C)=O)CCCCCCCC